FC(C=1C=CC=2N(N1)C(=CN2)C2=CC(=NC=C2)N2CCN(CC2)C(C)=O)F 1-(4-(4-(6-(Difluoromethyl)imidazo[1,2-b]pyridazin-3-yl)pyridin-2-yl)piperazin-1-yl)ethanone